CCOP(=O)([O-])[O-] The molecule is an organophosphate oxoanion that is the dianion of ethyl phosphate arising from deprotonation of both OH groups of the phosphate. It has a role as an epitope, a phosphoantigen and a metabolite. It is a conjugate base of an ethyl hydrogen phosphate(1-).